tert-butyl 3-(6-oxo-5-((3-(trifluoromethyl)pyrazin-2-yl)methyl)-5,6-dihydropyrido[2,3-b]pyrazine-7-yl)pyrrolidine-1-carboxylate O=C1C(=CC=2C(=NC=CN2)N1CC1=NC=CN=C1C(F)(F)F)C1CN(CC1)C(=O)OC(C)(C)C